tert-Butyl (1S,8aS)-1-methyl-3-oxotetrahydro-3H-oxazolo[3,4-a]pyrazine-7(1H)-carboxylate C[C@@H]1OC(N2[C@H]1CN(CC2)C(=O)OC(C)(C)C)=O